tert-Butyl 4-(4-((tert-butoxycarbonyl)amino)-2-cyano-5-(2-methylprop-1-en-1-yl)phenyl)piperazine-1-carboxylate C(C)(C)(C)OC(=O)NC1=CC(=C(C=C1C=C(C)C)N1CCN(CC1)C(=O)OC(C)(C)C)C#N